C(CCC=C)NC(OC(C)(C)C)=O tert-butyl pent-4-en-1-ylcarbamate